C(C=C)(=O)N1CCC2(NC3=C(C=NC=4C(=C(C(=CC34)Cl)C3=C(C=CC=C3O)F)F)NC2=O)CC1 1-acryloyl-9'-chloro-7'-fluoro-8'-(2-fluoro-6-hydroxyphenyl)-1',4'-dihydro-3'H-spiro-[piperidine-4,2'-pyrazino[2,3-c]quinolin]-3'-one